C(C1=CC=CC=C1)NC(=S)N1C(C2=CC(=C(C=C2CC1)O)O)C1=CC=CC=C1 N-benzyl-6,7-dihydroxy-1-phenyl-1,2,3,4-tetrahydroisoquinoline-2-carbothioamide